FC(C(=O)O)(F)F.N1=C(SC=2CNCCC21)CC(=O)OC methyl 2-(4,5,6,7-tetrahydro-[1,3]thiazolo[5,4-c]pyridin-2-yl)acetate trifluoroacetate